FC=1C=NC=CC1S(=O)(=N[Si](C)(C)C)C (3-fluoropyridin-4-yl)(methyl)((trimethylsilyl)imino)-λ6-sulfanone